tetrahydro-pyran-4-methylamine O1CCC(CC1)CN